5-chloro-3-(2-methylpyridin-4-yl)-1-(tetrahydro-2H-pyran-2-yl)-1H-pyrazolo[3,4-c]Pyridine ClC=1C=C2C(=CN1)N(N=C2C2=CC(=NC=C2)C)C2OCCCC2